4-((7-morpholino-5-(3-(m-tolyl)-1H-pyrazol-1-yl)-3H-imidazo[4,5-b]pyridin-2-yl)methyl)morpholine O1CCN(CC1)C1=C2C(=NC(=C1)N1N=C(C=C1)C=1C=C(C=CC1)C)NC(=N2)CN2CCOCC2